1-(4-(3-(4-fluorophenyl)-1,2,4-oxadiazol-5-yl)-4-methylpiperidin-1-yl)-2-(4-methyl-1,2,5-oxadiazol-3-yl)ethan-1-one FC1=CC=C(C=C1)C1=NOC(=N1)C1(CCN(CC1)C(CC1=NON=C1C)=O)C